2-(2'-acryloyl-4-((cyclohexylmethyl)(methyl)carbamoyl)-5'-methyl-[1,1'-biphenyl]-3-yl)acetic acid C(C=C)(=O)C1=C(C=C(C=C1)C)C1=CC(=C(C=C1)C(N(C)CC1CCCCC1)=O)CC(=O)O